5-phenoxy-1-pivaloyl-indole O(C1=CC=CC=C1)C=1C=C2C=CN(C2=CC1)C(C(C)(C)C)=O